N[C@@H]1CC[C@H](CC1)OC=1C=CC2=C(CC(C=3C(=NC=NC23)N)(C)C)C1N1C=C(C=C1)OC 8-(trans-4-aminocyclohexoxy)-7-(3-methoxypyrrol-1-yl)-5,5-dimethyl-6H-benzo[h]quinazolin-4-amine